3-(1,3-benzoxazol-4-yl)-4-cyclopropyl-N-[2-(trifluoromethyl)pyridin-4-yl]-1,2-thiazole-5-carboxamide O1C=NC2=C1C=CC=C2C2=NSC(=C2C2CC2)C(=O)NC2=CC(=NC=C2)C(F)(F)F